C1(CC1)CN1C(=CC=2C1=C1CCCNC1=CC2)C2=NC1=C(N2C)C(=CC(=C1)C=O)F (2-(1-(cyclopropylmethyl)-6,7,8,9-tetrahydro-1H-pyrrolo[2,3-f]quinolin-2-yl)-7-fluoro-1-methyl-1H-benzo[d]imidazol-5-yl)methanone